C(C)(=O)NNC(C1=C(C=CC=C1)Cl)=O N'-acetyl-2-chlorobenzoyl-hydrazine